C(CCC)[C@@H]1O[C@H]1CCCC (trans)-2,3-dibutyloxirane